2-[2-[2-[2-[2-[2-[2-[2-[2-[2-[2-[bis(tert-butoxycarbonyl)amino] ethoxy]ethoxy] ethoxy]ethoxy]ethoxy]ethoxy]ethoxy] ethoxy]ethoxy]ethoxy]ethyl methanesulfonate CS(=O)(=O)OCCOCCOCCOCCOCCOCCOCCOCCOCCOCCOCCN(C(=O)OC(C)(C)C)C(=O)OC(C)(C)C